2-amino-4-methyl-N-phenyl-thiazole NC1SC=C(N1C1=CC=CC=C1)C